2-(2-(2-(4-fluoro-1,3-dioxoisoquinolin-2-yl)ethoxy)ethoxy)-N-(4-fluorophenyl)-N-(7-Nitrobenzo[c][1,2,5]oxadiazol-4-yl)acetamide FC1C(N(C(C2=CC=CC=C12)=O)CCOCCOCC(=O)N(C1=CC=C(C2=NON=C21)[N+](=O)[O-])C2=CC=C(C=C2)F)=O